ClC1=CNC2=NC=C(C=C21)C2=NN1C(C3(CCC1)CCNCC3)=C2 2'-(3-chloro-1H-pyrrolo[2,3-b]pyridin-5-yl)-6',7'-dihydro-5'H-spiro[piperidine-4,4'-pyrazolo[1,5-a]pyridine]